C(#N)C=1C=NN2C1C(=C(C=C2)C(=O)N)C#C[Si](C)(C)C 3-cyano-4-((trimethylsilyl)ethynyl)pyrazolo[1,5-a]pyridine-5-carboxamide